phosphorus molybdenum [Mo].[P]